methyl 2-(piperidin-4-yl)acetate N1CCC(CC1)CC(=O)OC